4,5-dichloro-2-((5-chloro-2-((2-methoxy-5-methyl-6-(4-(4-methylpiperazin-1-yl)piperidin-1-yl)pyridin-3-yl)amino)pyrimidin-4-yl)amino)phenylmethanesulfonamide ClC1=CC(=C(C=C1Cl)CS(=O)(=O)N)NC1=NC(=NC=C1Cl)NC=1C(=NC(=C(C1)C)N1CCC(CC1)N1CCN(CC1)C)OC